COC1=CC2=C(SCCN2)C=C1 6-methoxy-3,4-dihydro-2H-benzo[b][1,4]thiazin